(S)-11-(2-aminoethyl)-4-ethyl-8-fluoro-4-hydroxy-9-methoxy-1,12-dihydro-14H-pyrano[3',4':6,7]indolizino[2,1-b]quinoline-3,6,14(4H,11H)-trione NCCN1C2=C(C(C3=CC(=C(C=C13)OC)F)=O)C1=CC3=C(C(N1C2)=O)COC([C@]3(O)CC)=O